ClC=1C(=C(C=C2C=C(N=CC12)NC(=O)C1CC1C)C=1C=NC=CC1C)F N-[8-chloro-7-fluoro-6-(4-methylpyridin-3-yl)isoquinolin-3-yl]3-methylcyclopropane-1-carboxamide